C(C(C)C)N1C2C(C3(NC(C2C(CC1)C3)=O)C(=O)NCC3=CC=CC=C3)CC3=CC=CC=C3 4-isobutyl-1-benzylaminocarbonyl-2-benzyl-4,10-diaza-9-oxo-tricyclo[5.3.1.03,8]undecane